methyl 2-(6-hydroxy-2-morpholino-4-oxo-1,4-dihydropyrimidin-5-yloxy)acetate OC1=C(C(N=C(N1)N1CCOCC1)=O)OCC(=O)OC